C(C)(C)(C)NC(C[C@H](NC(CC(C)(C)C)=O)C(=O)N1CCN(CC1)C1=CC(=NC(=N1)C)NC=1SC(=CN1)C(=O)NC1=C(C=CC=C1C)Cl)=O ((6-(4-(N4-(tert-butyl)-N2-(3,3-dimethylbutyryl)-L-asparaginyl)piperazin-1-yl)-2-methylpyrimidin-4-yl)amino)-N-(2-chloro-6-methylphenyl)thiazole-5-carboxamide